(2S)-2-amino-N-((3S)-1-(2-(2-((6,6-dimethyl-2,4-dioxo-3-azabicyclo[3.1.0]hexan-3-yl)methyl)thieno[3,2-b]pyridin-7-yl)-4-methyl-6-(trifluoromethyl)nicotinoyl)pyrrolidin-3-yl)propanamide N[C@H](C(=O)N[C@@H]1CN(CC1)C(C1=C(N=C(C=C1C)C(F)(F)F)C1=C2C(=NC=C1)C=C(S2)CN2C(C1C(C1C2=O)(C)C)=O)=O)C